(3S,4R)-1-((4-(6-methyl-1H-indazol-5-yl)phenyl)sulfonyl)-4-((5-(trifluoromethyl)pyridin-2-yl)amino)piperidin-3-ol CC1=C(C=C2C=NNC2=C1)C1=CC=C(C=C1)S(=O)(=O)N1C[C@@H]([C@@H](CC1)NC1=NC=C(C=C1)C(F)(F)F)O